N-[(3S,4S)-1-methyl-3-methyl-4-piperidyl]-6-[3-(o-anisoylamino)-1-propynyl]-1-(2,2,2-trifluoroethyl)-1H-1,3-benzimidazole-4-carboxamide CN1C[C@@H]([C@H](CC1)NC(=O)C1=CC(=CC=2N(C=NC21)CC(F)(F)F)C#CCNC(C=2C(=CC=CC2)OC)=O)C